N1N=CC2=C(C=CC=C12)CC1=CN=C2C(=NC(=NN21)OC[C@H]2N(CCC2)C)O (S)-7-((1H-indazol-4-yl)methyl)-2-((1-methylpyrrolidin-2-yl)methoxy)imidazo[2,1-f][1,2,4]triazin-4-ol